3-[[2-(4-chloro-3-fluoro-phenoxy)acetyl]amino]bicyclo[1.1.1]pentane-1-carboxamide ClC1=C(C=C(OCC(=O)NC23CC(C2)(C3)C(=O)N)C=C1)F